O=S1(CC(N(CC1)CCN1C(C2=CC=CC=C2C1=O)=O)=O)=O 2-(2-(1,1-dioxido-3-oxothiomorpholino)ethyl)isoindoline-1,3-dione